FC(C1=NN2C(N=C(C=C2NC[C@@H](C2=CC=C(C=C2)F)N2CC3(CN(C3)C(=O)NC([2H])([2H])[2H])C2)C(F)(F)F)=C1)(F)F (R)-6-(2-((2,5-bis(trifluoromethyl)pyrazolo[1,5-a]pyrimidin-7-yl)amino)-1-(4-fluorophenyl)ethyl)-N-(methyl-d3)-2,6-diazaspiro[3.3]heptane-2-carboxamide